N1=CC(=CC=C1)CCCOC=1C2=C(N=CN1)C=CN=C2 4-(3-(pyridin-3-yl)propoxy)pyrido[4,3-d]Pyrimidine